C1(CC1)OCC1=C(C=CC(=C1)NC1(CCOCC1)C(=O)O)C1=C(C(=CC=C1)OCC)C(F)F 4-((2-(Cyclopropoxymethyl)-2'-(difluoromethyl)-3'-ethoxy-[1,1'-biphenyl]-4-yl)amino)tetrahydro-2H-pyran-4-carboxylic acid